ClC1=C2C(=C(N=C1)Cl)N(C(=C2)C=O)COCC[Si](C)(C)C 4,7-dichloro-1-((2-(trimethylsilyl)ethoxy)methyl)-1H-pyrrolo[2,3-c]pyridine-2-carbaldehyde